(S)-4-(3-(3-chloropyridin-2-yloxy)pyrrolidin-1-yl)-3-formyl-N-methoxy-N-methylbenzamide ClC=1C(=NC=CC1)O[C@@H]1CN(CC1)C1=C(C=C(C(=O)N(C)OC)C=C1)C=O